FC1(CC2=CC=CC=C2C(C1)CC=1SC=CC1)F 2,2-difluoro-4-(thiophen-2-ylmethyl)-3,4-dihydronaphthalene